FC1=C(C=C(C=C1)F)[C@@H]1N(CCC1)C1=NC=2N(C=C1)N=CC2 (R)-5-[2-(2,5-difluorophenyl)pyrrolidine-1-yl]pyrazolo[1,5-A]pyrimidine